C[C@H]1C(=NNC(C1)=O)C1=CC=C(C=C1)NN=C(C#N)C#N (R)-[[4-(1,4,5,6-tetrahydro-4-methyl-6-oxo-3-pyridazinyl)-phenyl]-hydrazono]-malononitrile